FC=1C=CC(=NC1)C(=O)N1CC2(CC1)CC(C1=CC=C(C=C12)C1=C(C=CC=C1)C(C)C)O (5-Fluoropyridin-2-yl)(3-hydroxy-6-(2-isopropylphenyl)-2,3-dihydro-spiro[inden-1,3'-pyrrolidin]-1'-yl)methanone